NC(C)(C)C1=CC=C2CN(C(C2=C1)=O)C1=NC(=CC(=C1)C1=C(C=C(C#N)C=C1)C1=NN=CN1C)C1CC1 4-{2-[6-(2-aminoprop-2-yl)-1-oxo-3H-isoindol-2-yl]-6-cyclopropylpyridin-4-yl}-3-(4-methyl-1,2,4-triazol-3-yl)benzonitrile